(S)-2-(N-[4-Amino-5-(4-chlorobenzoyl)thiazol-2-yl]-4-fluoroanilino)propanamid NC=1N=C(SC1C(C1=CC=C(C=C1)Cl)=O)N(C1=CC=C(C=C1)F)[C@H](C(=O)N)C